methyl 4-(2-((3-fluorophenyl)amino)oxazol-5-yl)benzoate FC=1C=C(C=CC1)NC=1OC(=CN1)C1=CC=C(C(=O)OC)C=C1